5,7-dihydroxyindan-1-spiro-cyclohexane OC=1C=C2CCC3(CCCCC3)C2=C(C1)O